[C@@H]1([C@H](O)[C@H](O)[C@@H](CO)O1)N1C=NC=2C(NC(=N)N)=NC=NC12 Adenosine-N-Formamidine